F[C@H]1C[C@H](CNC1)NC(OC(C)(C)C)=O tert-butyl N-[(3R,5S)-5-fluoro-3-piperidyl]carbamate